CN1C[C@@H](CCC1)NC=1N=NC(=C2C1C=NC=C2)C2=C(C#N)C=C(C=C2)C(F)(F)F 2-(4-{[(3R)-1-methylpiperidin-3-yl]amino}pyrido[3,4-d]pyridazin-1-yl)-5-(trifluoromethyl)benzonitrile